N'-(2,5-dimethyl-4-{[3-(pentafluoroethoxy)-phenyl]sulfanyl}phenyl)-N-ethyl-N-methylimidoformamide CC1=C(C=C(C(=C1)SC1=CC(=CC=C1)OC(C(F)(F)F)(F)F)C)N=CN(C)CC